C(C)(C)(C)C1=CC=C(C=C1)N(C(=O)[C@@H]1N([C@H](CC1)C)C(=O)OC(C)(C)C)C(C(=O)NC1CCCCC1)C=1C=NC=CC1 (2R,5S)-tert-butyl 2-((4-(tert-butyl)phenyl)(2-(cyclohexylamino)-2-oxo-1-(pyridin-3-yl)ethyl)carbamoyl)-5-methylpyrrolidine-1-carboxylate